C(C1=CC=CC=C1)OC1=CC=C(C=C1)NC([C@@H]1N(CCC1)C(=O)C1(CCCC1)C1=CC=C(C=C1)OC)=O N-[4-(Benzyloxy)phenyl]-1-{[1-(4-methoxyphenyl)cyclopentyl]carbonyl}-D-prolinamide